C1OCC12CCN(CC2)CC=2C=CC=1C3=C(N(C(C1C2)=O)[C@@H]2CC[C@H](CC2)O)N=C(N=C3)NCC3CC3 trans-8-((2-Oxa-7-azaspiro[3.5]nonan-7-yl)methyl)-3-((cyclopropylmethyl)amino)-5-(4-hydroxycyclohexyl)pyrimido[4,5-c]isoquinolin-6(5H)-one